O1C=CCC2=CC3=C(C=C12)C=CC=C3 4H-benzo[g]chromene